methyl-(trifluoromethyl)dioxirane CC1(OO1)C(F)(F)F